NC=1C(=NC(=CC1C1CC1)C1=CC(=CC=C1)C1=NOC(=C1)[C@]1(C(N(CC1)C([2H])([2H])[2H])=O)O)C(=O)N (R)-3-amino-4-cyclopropyl-6-(3-(5-(3-hydroxy-1-(methyl-d3)-2-oxopyrrolidin-3-yl)isoxazol-3-yl)phenyl)picolinamide